3-(5-((4-(5-fluoronaphthalen-1-yl)piperidin-1-yl)methyl)-1-oxoisoindolin-2-yl)piperidine-2,6-dione FC1=C2C=CC=C(C2=CC=C1)C1CCN(CC1)CC=1C=C2CN(C(C2=CC1)=O)C1C(NC(CC1)=O)=O